3,4-bis(dicyclopentylphosphino)-2,5-dicyclohexylthiophene C1(CCCC1)P(C1=C(SC(=C1P(C1CCCC1)C1CCCC1)C1CCCCC1)C1CCCCC1)C1CCCC1